C(C1=CC=C(C(=O)[O-])C=C1)(=O)OCCCO mono(3-hydroxypropyl) terephthalate